(aminomethyl)-6-(3,5-difluorophenyl)-5-[3-methylimidazo[1,2-a]Pyridin-6-yl]Pyridine NCC1=NC(=C(C=C1)C=1C=CC=2N(C1)C(=CN2)C)C2=CC(=CC(=C2)F)F